Methyl (S)-5-((tert-butoxycarbonyl)amino)-2-(4-(2-(2,4-diaminopteridin-6-yl)ethyl) benzamido)pentanoate C(C)(C)(C)OC(=O)NCCC[C@@H](C(=O)OC)NC(C1=CC=C(C=C1)CCC=1N=C2C(=NC(=NC2=NC1)N)N)=O